C(C)(=O)NC=1N=C2N(N=C(C=C2)C=2C=C(C=CC2)N2OCC[C@H]2C2=CC=CC=C2)C1 (S)-N-(3-(2-acetamidoimidazo[1,2-b]pyridazin-6-yl)phenyl)-3-phenylisoxazolidin